1-(((11aS,11bR)-3-((3-chloro-2-fluorobenzyl)carbamoyl)-4,6-dioxo-1,2,4,6,9,10,11a,11b-octahydro-8H-[1,3]oxazino[2',3':3,4]pyrazino[2,1,6-cd]indolizin-5-yl)oxy)ethyl isopropyl carbonate C(OC(C)OC1=C2N3[C@H](CCC3=C(C1=O)C(NCC1=C(C(=CC=C1)Cl)F)=O)[C@H]1N(C2=O)CCCO1)(OC(C)C)=O